C(C)(C)(C)OC[C@H](NC(=O)OCC1C2=CC=CC=C2C=2C=CC=CC12)C(=O)O O-tert-Butyl-N-[(9H-fluoren-9-ylmethoxy)carbonyl]-L-serine